1-(3-(2-Amino-6-(4-phenoxyphenyl)quinazolin-8-yl)pyrrolidin-1-yl)prop-2-en-1-one NC1=NC2=C(C=C(C=C2C=N1)C1=CC=C(C=C1)OC1=CC=CC=C1)C1CN(CC1)C(C=C)=O